FC1(CCN(CC1)C(=O)C1=CC=C2C(=CN(C2=C1)C)C=1C=C2C=CNC(C2=CC1)=O)F 6-(6-(4,4-difluoropiperidine-1-carbonyl)-1-methyl-1H-indol-3-yl)isoquinolin-1(2H)-one